N,N-diisodecylamine C(CCCCCCC(C)C)NCCCCCCCC(C)C